3-(6-phenylpyridin-3-yl)-4,5-dihydroisoxazole-5-carboxamide C1(=CC=CC=C1)C1=CC=C(C=N1)C1=NOC(C1)C(=O)N